C(C)(C)(C)C1OC2(CN(C1)CC#C)CCNCC2 tert-butyl-4-prop-2-ynyl-1-oxa-4,9-diazaspiro[5.5]undecane